C(C)(C)(C)OC(=O)N1CC(C1)C(C(=O)O)CCO[Si](C)(C)C(C)(C)C 2-(1-(tert-Butoxycarbonyl)azetidin-3-yl)-4-((tert-butyldimethylsilyl)Oxy)butyric acid